C1(CC1)S(=O)(=O)NC1=CC(=NC=C1)[C@@H](CCN1CCCC1)NC(=O)C=1SC(=CN1)C1=NC(=CN=C1)OCC (R)-N-(1-(4-(cyclopropanesulphonylamino)pyridin-2-yl)-3-(pyrrolidin-1-yl)propyl)-5-(6-ethoxypyrazin-2-yl)thiazole-2-carboxamide